2-(5-Butoxy-1-trityl-1H-indazol-3-yl)-1H-isoindole-1,3(2H)-dione C(CCC)OC=1C=C2C(=NN(C2=CC1)C(C1=CC=CC=C1)(C1=CC=CC=C1)C1=CC=CC=C1)N1C(C2=CC=CC=C2C1=O)=O